(2-fluoro-4-(2-(6-(2-hydroxy-2-methylpropyloxy)indolin-1-yl)-2-oxoethyl)phenoxy)pyridine-3-carboxamide FC1=C(OC2=NC=CC=C2C(=O)N)C=CC(=C1)CC(=O)N1CCC2=CC=C(C=C12)OCC(C)(C)O